CC1=CC(OC2=C(C=C(C=C12)[C-]1C=CC=C1)C1=CC(=C(C=C1)O)OC)=O.[CH-]1C=CC=C1.[Fe+2] 4-methyl-6-ferrocenyl-8-(3-methoxy-4-hydroxyphenyl)coumarin